FC=1C(=C(C2=C(C(=CCCC2)C2=CC=C(C=C2)CC2CN(C2)CCCF)C1)F)CC(C(=O)O)(C)C.ClC=1C(=C(N)C=CC1)N1CCC(CC1)(F)F 3-chloro-2-(4,4-difluoro-1-piperidyl)aniline 2,4-difluoro-9-(4-((1-(3-fluoropropyl)azetidin-3-yl)methyl)phenyl)-6,7-dihydro-5H-benzo[7]annulen-3-yl-pivalate